[O-]C=1C=C(C=CC1C(=O)[O-])C1=CC(=C(C=C1)C(=O)[O-])[O-] 3,3'-dioxidobiphenyl-4,4'-dicarboxylate